(2-chloro-1-fluoro-12-(methylthio)-5a,6,7,8,9,10-hexahydro-5H-4-oxa-3,10a,11,13,14-pentaaza-6,9-methanonaphtho[1,8-ab]heptalen-5-yl)methanol ClC=1C(=C2N=C(N=C3C2=C(OC(C2C4CCC(CN32)N4)CO)N1)SC)F